N=1C=NN2C1C=CC(=C2)C2=CNC=1N=C(N=C(C12)OC)NC1CCC(CC1)(O)CC (1s,4s)-4-((5-([1,2,4]triazolo[1,5-a]pyridin-6-yl)-4-methoxy-7H-pyrrolo[2,3-d]pyrimidin-2-yl)amino)-1-ethylcyclohexan-1-ol